FC1=C2C(=C(NC2=CC=C1C1CCN(CC1)CC1CCN(CC1)C(C)C)C1=CC(=NC=C1)C)C(C)C 4-fluoro-3-isopropyl-5-(1-((1-isopropylpiperidin-4-yl)methyl)piperidin-4-yl)-2-(2-methylpyridin-4-yl)-1H-indole